N-ethyl-5-fluoro-2-((5-(2-((3R)-6-((3-hydroxy-2-methoxypropyl)amino)-2-methylhex-3-yl)-2,6-diazaspiro[3.4]oct-6-yl)-1,2,4-triazin-6-yl)oxy)-N-isopropylbenzamide C(C)N(C(C1=C(C=CC(=C1)F)OC1=C(N=CN=N1)N1CC2(CN(C2)[C@@H](C(C)C)CCCNCC(CO)OC)CC1)=O)C(C)C